C(C)(C)(C)C=1C=C(N=NC1C1=C(C=C(C=C1)C(F)(F)F)O[Si](C)(C)C(C)(C)C)N 5-(tert-butyl)-6-(2-((tert-butyldimethylsilyl)oxy)-4-(trifluoromethyl)phenyl)pyridazin-3-amine